C1(=C(C(=CC=C1)C(=O)O)C(=O)O)C(=O)O.[V+3] vanadium (III) benzenetricarboxylic acid